[N+]12(CCN(CC1)CC2)C2=NC(=C(C1=CC=C(C=C21)OCC2=CC=CC=C2)C2=CC(=C(C=C2)F)C)C2CCOCC2 1-(4-aza-1-azoniabicyclo[2.2.2]octan-1-yl)-7-benzyloxy-4-(4-fluoro-3-methyl-phenyl)-3-tetrahydropyran-4-yl-isoquinoline